C(C)S(=O)(=O)C=1C=CC(=C(NC2=NNC3=CC(=CC=C23)[C@@H]2C[C@@]23C(NC2=CC=C(C=C32)OC)=O)C1)OC (1R,2S)-2-{3-[5-(ethanesulfonyl)-2-methoxyanilino]-1H-indazol-6-yl}-5'-methoxyspiro[cyclopropane-1,3'-indol]-2'(1'H)-one